Tert-butyl (1R,3R,5S)-6-oxabicyclo[3.1.0]hexan-3-ylcarbamate CC(C)(C)OC(=O)NC1C[C@@H]2[C@H](C1)O2